cis-1-(2-(2-((tert-butyldimethylsilyl)oxy)acetyl)hydrazinecarbonyl)-N-(4-chloro-3-(1-methyl-1H-1,2,4-triazol-3-yl)phenyl)-3-methyl-6-azabicyclo[3.1.1]heptane-6-carboxamide [Si](C)(C)(C(C)(C)C)OCC(=O)NNC(=O)C12CC(CC(N1C(=O)NC1=CC(=C(C=C1)Cl)C1=NN(C=N1)C)C2)C